CS(=O)(=O)O.ClC=1C=C(OC2=CC=NC3=CC(=C(C=C23)C(=O)N)OC)C=CC1NC(=O)NCC 4-(3-Chloro-4-(ethylaminocarbonyl)aminophenoxy)-7-methoxy-6-quinolinecarboxamide methanesulfonate